[B].[Li].[Ba] barium-lithium boron